ClC=1C(=NC=CC1C1=NNC2=NC(=CN=C21)N2C[C@@H]1[C@]([C@@H]1CC2)(C2=C(C=CC=C2)F)CN)C2=NN(C=C2)C ((1S,6R,7R)-3-(3-(3-chloro-2-(1-methyl-1H-pyrazol-3-yl)pyridin-4-yl)-1H-pyrazolo[3,4-b]pyrazin-6-yl)-7-(2-fluorophenyl)-3-azabicyclo[4.1.0]heptan-7-yl)methanamine